racemic-dimethylsilyl-bis(1-indenyl)titanium (IV) dichloride [Cl-].[Cl-].C[SiH](C)[Ti+](C1C=CC2=CC=CC=C12)C1C=CC2=CC=CC=C12.C[SiH](C)[Ti+](C1C=CC2=CC=CC=C12)C1C=CC2=CC=CC=C12